nitro-N,N'-bis(t-butoxycarbonyl)-D-tryptophan benzyl ester C(C1=CC=CC=C1)OC([C@H](N(C(=O)OC(C)(C)C)[N+](=O)[O-])CC1=CN(C2=CC=CC=C12)C(=O)OC(C)(C)C)=O